4-[(4-{[(1R,2R)-2-aminocyclopentyl]amino}butyl)amino]-5-chloro-2-fluoro-N-1,2,4-thiadiazol-5-yl-benzenesulfonamide N[C@H]1[C@@H](CCC1)NCCCCNC1=CC(=C(C=C1Cl)S(=O)(=O)NC1=NC=NS1)F